N6-methyladenosine 5'-monophosphate P(=O)(O)(O)OC[C@@H]1[C@H]([C@H]([C@@H](O1)N1C=NC=2C(NC)=NC=NC12)O)O